FC(C1=C(C=CC(=C1)C(C(F)(F)F)(C(F)(F)F)O)C1=C(N=C(S1)C1=NOC(=N1)CC(C(=O)O)(C)C)C(=O)N1[C@H](CCC1)C)F (S)-3-(3-(5-(2-(difluoromethyl)-4-(1,1,1,3,3,3-hexafluoro-2-hydroxypropan-2-yl)phenyl)-4-(2-methylpyrrolidine-1-carbonyl)thiazol-2-yl)-1,2,4-oxadiazol-5-yl)-2,2-dimethylpropionic acid